C(C1CO1)N(CC1CO1)CC1=CC=CC=C1 (N,N-diglycidyl-amino)toluene